5-bromo-4-(2-pyridinyl)pyridine-3-carboxylic acid methyl ester COC(=O)C=1C=NC=C(C1C1=NC=CC=C1)Br